N,N'-bis-(3,4,5-trimethoxybenzyl)ethylenediamine COC=1C=C(CNCCNCC2=CC(=C(C(=C2)OC)OC)OC)C=C(C1OC)OC